C(C)(C)(C)C1=CC=C(C=C1)CC(CN1C[C@@H](O[C@@H](C1)C)C)C (2S,6R)-4-[3-(4-tert-butylphenyl)-2-methylpropyl]-2,6-dimethylmorpholine